N,N-dibenzylaniline C1=CC=C(C=C1)CN(CC2=CC=CC=C2)C3=CC=CC=C3